C1(CCCCC1)OP(=O)(OC1CCCCC1)C1=C(C=CC=C1)C1=C(C=CC=C1OC(C)C)OC(C)C 2-dicyclohexylphosphono-2',6'-diisopropoxy-biphenyl